{2-[(methoxymethyl)oxy]phenyl}boronic acid COCOC1=C(C=CC=C1)B(O)O